NC1=NC=2C=NC(=CC2C2=C1C=NN2C)C(=O)N([C@@H]2COC1=C2C=CC(=C1)S(F)(F)(F)(F)F)C 4-amino-N,1-dimethyl-N-((3S)-6-(pentafluoro-lambda~6~-sulfanyl)-2,3-dihydro-1-benzofuran-3-yl)-1H-pyrazolo[4,3-c][1,7]naphthyridine-8-carboxamide